N-[2,3,3,3-tetrafluoro-2-(heptafluoropropoxy)propionyl]-gamma-aminopropylmethyldimethoxysilane FC(C(=O)NCCC[Si](OC)(OC)C)(C(F)(F)F)OC(C(C(F)(F)F)(F)F)(F)F